C(C1=CC=CC=C1)OCC(CN1CCN(CC1)CC(C(C)C1=CC=CC=C1)O)O {4-[3-(Benzyloxy)-2-hydroxypropyl]piperazin-1-yl}-3-phenylbutan-2-ol